CN(C1=CC=C(C=2C=CC=NC12)N)CC1=NC(=NC(=C1)N1CCN(CC1)C)C N8-methyl-N8-((2-methyl-6-(4-methylpiperazin-1-yl)pyrimidin-4-yl)methyl)quinoline-5,8-diamine